[C@H]1([C@@H](O)[C@@H](O)[C@H](O)[C@H](O1)CO)CCCOC(CCCCCNC(CNCC(NCCCCCNCCC)=O)=O)=O 3-(α-D-mannopyranosyl)propyl-11,15-dioxo-4,10,13,16-tetraazadocosan-22-oate